3-tetrafluoropropoxy(propionitrile) FC(CC(F)(F)F)OCCC#N